1-(5-(4,4,5,5-Tetramethyl-1,3,2-dioxaborolan-2-yl)-3,6-dihydropyridin-1(2H)-yl)ethan-1-one CC1(OB(OC1(C)C)C1=CCCN(C1)C(C)=O)C